nonadecyl-triethoxysilane C(CCCCCCCCCCCCCCCCCC)[Si](OCC)(OCC)OCC